(S)-6,7-dichloro-2-(3-(1-fluoro-2-methoxyethyl)-1H-1,2,4-triazol-5-yl)-3-(1H-pyrazol-4-yl)-1H-indole ClC1=CC=C2C(=C(NC2=C1Cl)C1=NC(=NN1)[C@@H](COC)F)C=1C=NNC1